ClC=1C=C2CCC[C@]3(C2=CC1)CN(C1=C(OC3)C=CC(=C1)C(=O)OC(C)(C)C)C[C@H]1[C@@H](CC1)C=O (S)-TERTBUTYL 6'-CHLORO-5-(((1R,2R)-2-FORMYLCYCLOBUTYL)METHYL)-3',4,4',5-TETRAHYDRO-2H,2'H-SPIRO[BENZO[B][1,4]OXAZEPINE-3,1'-NAPHTHALENE]-7-CARBOXYLATE